C(C)(C)OC1=CC(=CC=2SC(=CC21)C(=O)O)OC(C)C 4,6-Diisopropoxybenzo[b]thiophene-2-carboxylic acid